6-(5-(4-chlorobenzyl)-8-isopropyl-6,9-dioxo-2,5,8-triazaspiro[3.5]nonan-2-yl)nicotinonitrile ClC1=CC=C(CN2C3(CN(C3)C3=NC=C(C#N)C=C3)C(N(CC2=O)C(C)C)=O)C=C1